C1(CC1)C1=CC=C(C=N1)NC(=O)[C@H]1CC12CCN(CC2)C(=O)OC(C(F)(F)F)C(F)(F)F 1,1,1,3,3,3-hexafluoropropan-2-yl (S)-1-((6-cyclopropylpyridin-3-yl)carbamoyl)-6-azaspiro[2.5]octane-6-carboxylate